ClC=1C(N(C(=CC1OCC1=NC=C(C=C1F)F)C)C1=CC(=NC=C1C)C1=NC(=CC=C1)C(=C)C)=O 3-chloro-4-[(3,5-difluoropyridin-2-yl)methoxy]-5',6-dimethyl-2'-[6-(prop-1-en-2-yl)pyridin-2-yl]-[1,4'-bipyridin]-2-one